C(C)(=O)O[C@@H](COC1=CC=C(C=C1)C(C)(C)C1=CC(=C(C(=C1)Cl)OC[C@@H](CCl)O)Cl)CS(=O)(=O)CC (S)-1-(4-(2-(3,5-dichloro-4-((S)-3-chloro-2-hydroxypropoxy)phenyl)propan-2-yl)phenoxy)-3-(ethylsulfonyl)propan-2-yl acetate